1-(1-tert-Butylpyrazol-4-yl)-N-[4-[chloro(difluoro)methoxy]phenyl]-6-oxo-pyridine-3-carboxamide C(C)(C)(C)N1N=CC(=C1)N1C=C(C=CC1=O)C(=O)NC1=CC=C(C=C1)OC(F)(F)Cl